ClC1=CC=C(C=C1)[C@@H](NC(=O)[C@H]1NC(NC1)=O)C1=CC=C2C=NNC2=C1 (S)-N-((R)-(4-chlorophenyl)(1H-indazol-6-yl)methyl)-2-oxoimidazolidine-4-carboxamide